ethyl 3-(4'-ethoxy-3,2',3'-trifluoro-biphenyl-2-ylsulfanyl)-propionate C(C)OC1=C(C(=C(C=C1)C1=C(C(=CC=C1)F)SCCC(=O)OCC)F)F